C1(=CC=CC=C1)[Te]CC=CC[Te]C1=CC=CC=C1 1,4-bis(phenyltellanyl)-2-butene